3-(4-chloro-1-oxo-5-(4,4,5,5-tetramethyl-1,3,2-dioxaborolan-2-yl)isoindolin-2-yl)piperidine-2,6-dione ClC1=C2CN(C(C2=CC=C1B1OC(C(O1)(C)C)(C)C)=O)C1C(NC(CC1)=O)=O